Cl.COC([C@@H](N)C)=O alanine methyl ester hydrochloride salt